(S)-2-formyl-4-methyl-1-(oxetan-2-ylmethyl)-1H-imidazole-5-carbonitrile C(=O)C=1N(C(=C(N1)C)C#N)C[C@H]1OCC1